tert-Butyl (1S,4S)-5-(4-bromo-2,5-difluorophenyl)-2,5-diazabicyclo[2.2.1]heptane-2-carboxylate BrC1=CC(=C(C=C1F)N1[C@@H]2CN([C@H](C1)C2)C(=O)OC(C)(C)C)F